tris(sec-amyl)bismuth C(C)(CCC)[Bi](C(C)CCC)C(C)CCC